COC(=O)C=1C(=C2C(=NC1)NC=C2)N(C)C 4-(dimethylamino)-1H-pyrrolo[2,3-b]pyridine-5-carboxylic acid methyl ester